ethyl 2-{2-[4-(tert-butoxycarbonyl) piperazin-1-yl] ethyl}-8-methyl-4,5-dihydro-2H-furo[2,3-g]indazole-7-carboxylate C(C)(C)(C)OC(=O)N1CCN(CC1)CCN1N=C2C3=C(CCC2=C1)OC(=C3C)C(=O)OCC